L-lysinic acid N[C@@H](CCCCN)C(=O)O